OCC1=C(C=C(OCCCC(=O)NC(C2=CC=C(C=C2)C)C2=CC=CC=C2)C=C1)OC 4-(4-hydroxymethyl-3-methoxyphenoxy)-butyryl-p-methyl-benzhydrylamine